Methyl 1-(1-hydroxy-2-methylpropan-2-yl)-7-(pyrimidin-5-yl)-1H-benzo[d]imidazole-5-carboxylate OCC(C)(C)N1C=NC2=C1C(=CC(=C2)C(=O)OC)C=2C=NC=NC2